C[C@@H]1N([C@H](COC1)C)CC1CCN(CC1)C1=C(N)C=CC=C1F 2-(4-(((3S,5S)-3,5-dimethylmorpholinyl)methyl)piperidin-1-yl)-3-fluoroaniline